C(C)(C)(C)OC(=O)N1CC2=NC(=CC=C2C1)CO 2-(hydroxymethyl)-5,7-dihydro-6H-pyrrolo[3,4-b]Pyridine-6-carboxylic acid tert-butyl ester